6-(2-chlorophenyl)-2-{[2-(dimethylamino)-2,3-dihydro-1H-inden-5-yl]amino}imidazo[1,2-a]pyrimido[5,4-e]pyrimidin-5(6H)-one ClC1=C(C=CC=C1)N1C=2N(C3=C(C1=O)C=NC(=N3)NC=3C=C1CC(CC1=CC3)N(C)C)C=CN2